(2S)-2-[[(E)-3-(3,4-dimethoxyphenyl)prop-2-enoyl]amino]-N-[4-(hydroxycarbamoyl)phenyl]-3-(1H-indol-3-yl)propanamide COC=1C=C(C=CC1OC)/C=C/C(=O)N[C@H](C(=O)NC1=CC=C(C=C1)C(NO)=O)CC1=CNC2=CC=CC=C12